COC1=C(C=CC=C1)NS([O-])(=O)=O.[Na+] Sodium N-(2-methoxyphenyl)sulfamate